3-chloro-N-[1-[3-(1H-1,2,4-triazol-3-yl)pyrazin-2-yl]ethyl]-5-(trifluoro-methyl)benzamide ClC=1C=C(C(=O)NC(C)C2=NC=CN=C2C2=NNC=N2)C=C(C1)C(F)(F)F